OC(C)C=1C(=NC(=CC1)N1C=NC2=C1C=CC(=C2)NC2CN(C(C2)=O)C)N2N=C(C=C2C)C#N 1-[3-(1-hydroxyethyl)-6-[5-[(5-keto-1-methyl-pyrrolidin-3-yl)amino]benzimidazol-1-yl]-2-pyridinyl]-5-methyl-pyrazole-3-carbonitrile